FC1=C2C=NNC2=CC=C1C1=C(N=C2N1C=C(N=C2)C2=CC(=CC=C2)OC(F)(F)F)C(F)(F)F 3-(4-Fluoro-1H-indazol-5-yl)-6-(3-trifluoromethoxy-phenyl)-2-trifluoromethyl-imidazo[1,2-a]pyrazine